4-chloro-aniline ClC1=CC=C(N)C=C1